4-[(5'-cyclobutylmethoxy-3,5-difluoro-2'-methyl-biphenyl-4-yl)-methyl-amino]-butyric acid C1(CCC1)COC=1C=CC(=C(C1)C1=CC(=C(C(=C1)F)N(CCCC(=O)O)C)F)C